tert-butyl 9-(piperidin-4-ylmethyl)-3-azaspiro[5.5]undecan-3-carboxylate N1CCC(CC1)CC1CCC2(CCN(CC2)C(=O)OC(C)(C)C)CC1